O1N=C(C2=C1C=CC=C2)[C@H](C)O (1S)-1-(1,2-Benzooxazol-3-yl)ethan-1-ol